C(C)(C)(C)OC(CI)=O alpha-iodoacetic acid tert-butyl ester